C(C)(=O)C1=NN(C2=CC=C(C=C12)C=1C=C2C(=NC1)N(C=N2)C)CC(=O)N2[C@@H](C[C@H](C2)F)C(=O)NC2=NC(=CC=C2)Br (2S,4R)-1-(2-(3-acetyl-5-(3-methyl-3H-imidazo[4,5-b]pyridin-6-yl)-1H-indazol-1-yl)acetyl)-N-(6-bromopyridin-2-yl)-4-fluoropyrrolidine-2-carboxamide